BrC=1C=C(C=CC1F)[C@H]1CN2C(CO1)CN(CC2)C(=O)OC(C)(C)C tert-butyl (S)-3-(3-bromo-4-fluorophenyl)hexahydropyrazino[2,1-c][1,4]oxazine-8(1H)-carboxylate